acetic acid, N'-[3-(1-hydroxy-1-phenylethyl)phenyl]Hydrazide OC(C)(C1=CC=CC=C1)C=1C=C(C=CC1)NNC(C)=O